2-amino-7-fluoro-N-((6-methoxy-3-pyridazinyl)methyl)-3-methyl-N-((1R)-1-(2-pyrimidinyl)ethyl)-6-quinolinecarboxamide NC1=NC2=CC(=C(C=C2C=C1C)C(=O)N([C@H](C)C1=NC=CC=N1)CC=1N=NC(=CC1)OC)F